N-[4-chloro-2-[[(1S)-3-(cyclopropylamino)-1-[[(3S,5R)-5-methyl-2-oxo-pyrrolidin-3-yl]methyl]-2,3-dioxo-propyl]carbamoyl]phenyl]-5-(trifluoromethyl)pyridine-3-carboxamide ClC1=CC(=C(C=C1)NC(=O)C=1C=NC=C(C1)C(F)(F)F)C(N[C@H](C(C(=O)NC1CC1)=O)C[C@H]1C(N[C@@H](C1)C)=O)=O